hexane-3,4-diyl dicarbamate C(N)(OC(CC)C(CC)OC(N)=O)=O